piperidine-2,6-dione-3,4,4,5,5-d5 N1C(C(C(C(C1=O)([2H])[2H])([2H])[2H])[2H])=O